FC1(CN(CC[C@H]1NC1=NN2C(C(=N1)OC)=C(C=C2)C=2C=C(C=1N(C2)C=CN1)F)C)F (R)-N-(3,3-difluoro-1-methylpiperidin-4-yl)-5-(8-fluoroimidazo[1,2-a]pyridin-6-yl)-4-methoxypyrrolo[2,1-f][1,2,4]triazin-2-amine